ClC=1C=C(C=CC1)[C@H](CN1C(=C(C(C=C1)=O)O)C)O (R)-1-(2-(3-chlorophenyl)-2-hydroxyethyl)-3-hydroxy-2-methylpyridin-4(1H)-one